N-[(1R)-1-[4-(hydroxymethyl)-7-[4-(trifluoromethoxy)phenyl]-2,3-dihydrobenzofuran-5-yl]ethyl]prop-2-enamide OCC1=C(C=C(C2=C1CCO2)C2=CC=C(C=C2)OC(F)(F)F)[C@@H](C)NC(C=C)=O